NC=1C=C2CC(N(C2=CC1)CCOC)=O 5-amino-1-(2-methoxyethyl)indolin-2-one